C1(CCCCC1)N1C=C(C2=C1N=CN=C2N2[C@H](CN(CC2)C(=O)OC(C(F)(F)F)(C)C)C)N2CCCC2 trifluoro-2-methylpropan-2-yl (S)-4-(7-cyclohexyl-5-(pyrrolidin-1-yl)-7H-pyrrolo[2,3-d]pyrimidin-4-yl)-3-methylpiperazine-1-carboxylate